ClC=1C=CC2=C(N=C(O2)C2CC3(CC(C3)NC(CC3N(C(CC3)=O)C)=O)C2)C1 N-[6-(5-chloro-1,3-benzoxazol-2-yl)spiro[3.3]heptan-2-yl]-2-(1-methyl-5-oxo-pyrrolidin-2-yl)acetamide